ClC=1C=C(C=CC1C=1N=NNN1)S(=O)(=O)NCCO 3-chloro-N-(2-hydroxyethyl)-4-(2H-tetrazol-5-yl)benzenesulfonamide